C(C)[C@H]1COCCN1C1=CC(=CC(=N1)S(=O)[O-])CS(=O)(=O)C.[Na+] sodium (S)-6-(3-ethylmorpholino)-4-((methylsulfonyl)methyl)pyridine-2-sulfinate